(3-propenyloxypropyl)tri(trimethylsiloxy)-silane C(=CC)OCCC[Si](O[Si](C)(C)C)(O[Si](C)(C)C)O[Si](C)(C)C